N-((1r,4r)-4-methoxycyclohexyl)-5-(pyrazolo[1,5-a]pyrimidin-5-yl)-7H-pyrrolo[2,3-d]pyrimidin-2-amine COC1CCC(CC1)NC=1N=CC2=C(N1)NC=C2C2=NC=1N(C=C2)N=CC1